BrC=1C(=C(C=CC1[N+](=O)[O-])N1C(=NC(=C1)C1=NC(=NC=C1C(F)(F)F)NC1CCN(CC1)S(=O)(=O)C)C)F 4-(1-(3-bromo-2-fluoro-4-nitrophenyl)-2-methyl-1H-imidazol-4-yl)-N-(1-(methylsulfonyl)piperidin-4-yl)-5-(trifluoromethyl)pyrimidin-2-amine